4-(8-(3-(trifluoromethyl)phenyl)-1,3,4,5-tetrahydro-2H-1,5-methanobenzo[c]azepin-2-yl)cyclohexan-1-amine FC(C=1C=C(C=CC1)C=1C=CC2=C(C3N(CCC2C3)C3CCC(CC3)N)C1)(F)F